3-(((3-(hydroxymethyl)phenyl)carbamoyl)phenyl)thiophene-2-carboxamide OCC=1C=C(C=CC1)NC(=O)C1=C(C=CC=C1)C1=C(SC=C1)C(=O)N